ClC=1C=C(C=CC1)C1=NOC(=N1)C=1C=CC(N(C1)C(C)C=1C=NC=C(C1)F)=O 5-(3-(3-chlorophenyl)-1,2,4-oxadiazol-5-yl)-1-(1-(5-fluoropyridin-3-yl)ethyl)pyridin-2(1H)-one